3-(5-(6-(4-fluorophenyl)-2-azaspiro[3.3]hept-5-ene-2-carbonyl)-1-oxoisoindolin-2-yl)piperidine-2,6-dione FC1=CC=C(C=C1)C1=CC2(CN(C2)C(=O)C=2C=C3CN(C(C3=CC2)=O)C2C(NC(CC2)=O)=O)C1